C(C)(C)(C)OC(=O)N1CC(CCC1)CCOC1=CC(=C(C=C1)C)CNC(C(CCC1=NC=CN=C1)N)=O 3-(2-(3-((2-Amino-4-(pyrazin-2-yl)butyrylamino)methyl)-4-methylphenoxy)ethyl)piperidine-1-carboxylic acid tert-butyl ester